FC1CN(C1)C=1SC=CC1C=O 2-(3-fluoroazetidin-1-yl)thiophene-3-carbaldehyde